BrC1=CC=C(OCCN2CCC(CC2)C(C)O)C=C1 1-[1-[2-(4-bromophenoxy)ethyl]-4-piperidyl]ethanol